(((1r,3r)-3-(3-chloro-4-cyanophenoxy)-2,2,4,4-tetramethylcyclobutyl)carbamoyl)cyclopropane-1-carboxylic acid ClC=1C=C(OC2C(C(C2(C)C)NC(=O)C2(CC2)C(=O)O)(C)C)C=CC1C#N